magnesium aluminum [Al].[Mg]